N-([1,1'-biphenyl]-4-yl)-4-morpholinopyrido[3',2':4,5]furo[3,2-d]pyrimidin-2-amine C1(=CC=C(C=C1)NC=1N=C(C2=C(N1)C1=C(O2)N=CC=C1)N1CCOCC1)C1=CC=CC=C1